O1[C@@H](CC1)CN1C(=NC2=C1C=C(C=C2)C(=O)O)CN2CCC(CC2)C2=NC(=CC=C2)OCC2=NC1=CC=CC=C1C=C2 (S)-1-(oxetan-2-ylmethyl)-2-((4-(6-(quinolin-2-ylmethoxy)pyridin-2-yl)piperidine-1-yl)methyl)-1H-benzo[d]imidazole-6-carboxylic acid